2-((1R,5S)-3-Ethylbicyclo[3.2.0]hept-3-en-6-ylmethylene)acetic acid tert-butyl ester C(C)(C)(C)OC(C=CC1[C@H]2C=C(C[C@H]2C1)CC)=O